ClC=1C=C(C=CC1C)C1=NC=C(C(=N1)C=C)CNC(=O)C1(CC1)F N-[[2-(3-chloro-4-methyl-phenyl)-4-vinyl-pyrimidin-5-yl]methyl]-1-fluoro-cyclopropanecarboxamide